5-amino-3-(2-(4-(2,4-difluoro-5-(2-(methylsulfinyl)ethoxy)-phenyl)-piperazin-1-yl)ethyl)-8-(furan-2-yl)thiazolo[5,4-e][1,2,4]Triazolo[1,5-c]-pyrimidin-2(3H)-one NC1=NC2=C(C=3N1N=C(N3)C=3OC=CC3)SC(N2CCN2CCN(CC2)C2=C(C=C(C(=C2)OCCS(=O)C)F)F)=O